COC(CC=1C=C(C=C(C1)C(=O)OC)C(=O)OC)=O dimethyl 5-(2-methoxy-2-oxo-ethyl)benzene-1,3-dicarboxylate